ClC=1C=C2C(=C(C1)C)NC([C@]21CN(CC1)C(CO)=O)=O (S)-5-chloro-1'-(2-hydroxyacetyl)-7-methylspiro[indoline-3,3'-pyrrolidin]-2-one